C(C)OCCOCCOC1=CC=C(C=C1)CCC[C@@H](C(=O)OC)N1CCN(CCN(CCN(CC1)[C@H](C(OC)=O)COC(C)(C)C)[C@H](C(OC)=O)COC(C)(C)C)[C@H](C(=O)OC)COC(C)(C)C methyl (2S)-5-{4-[2-(2-ethoxyethoxy)ethoxy]phenyl}-2-{4,7,10-tris[(2S)-3-tert-butoxy-1-methoxy-1-oxopropan-2-yl]-1,4,7,10-tetraazacyclododecan-1-yl}pentanoate